C(C)N(CC)[N+](=NC(C(C(N=[N+](N(CC)CC)[O-])=O)OC1=CC=C(C=C1)C)=O)[O-] 3,11-Diethyl-7-(p-tolyloxy)-6,8-dioxo-3,4,5,9,10,11-hexaazatridec-4,9-diene 4,10-dioxide